C(C1=CC=CC=C1)OC(=O)N[C@H]1[C@H](CC1)C(CC(=O)OC)=O methyl 3-((1S,2R)-2-(((benzyloxy)carbonyl)amino)cyclobutyl)-3-oxopropanoate